3-methyl-4-nitro-5-(3-(3-nitrophenyl)-1,4-diphenyl-4,5-dihydro-1H-pyrazol-5-yl)isoxazole CC1=NOC(=C1[N+](=O)[O-])C1C(C(=NN1C1=CC=CC=C1)C1=CC(=CC=C1)[N+](=O)[O-])C1=CC=CC=C1